2-oxo-6-((2-(tetrahydro-2H-pyran-4-yl)-2H-indazol-5-yl)oxy)-3,4-dihydroquinoline-1(2H)-carboxylic acid tert-butyl ester C(C)(C)(C)OC(=O)N1C(CCC2=CC(=CC=C12)OC1=CC2=CN(N=C2C=C1)C1CCOCC1)=O